6-(2-(5-cyclopropyl-3-(2-(trifluoromethoxy)phenyl)isoxazol-4-yl)-7-azaspiro[3.5]non-1-en-7-yl)-1-methyl-1H-indazole-3-carboxylic acid C1(CC1)C1=C(C(=NO1)C1=C(C=CC=C1)OC(F)(F)F)C1=CC2(C1)CCN(CC2)C2=CC=C1C(=NN(C1=C2)C)C(=O)O